3-methylpyrrolo[1,2-a]quinoxalin-4(5H)-one CC=1C=CN2C1C(NC1=CC=CC=C21)=O